methyl (S)-5-(4-aminopyrimidin-5-yl)-2-((tert-butoxycarbonyl)amino)pent-4-ynoate NC1=NC=NC=C1C#CC[C@@H](C(=O)OC)NC(=O)OC(C)(C)C